ClC1=CC(=C(C=C1)[C@@H](C)NC([C@@H](C)N(C(=O)[C@@H]1CN(CCO1)S(=O)(=O)N1CC(C1)C#N)C)=O)F (2S)-N-((2R)-1-(((1R)-1-(4-chloro-2-fluorophenyl)ethyl)amino)-1-oxo-2-propyl)-4-((3-cyano-1-azetidinyl)sulfonyl)-N-methyl-2-morpholinecarboxamide